(3S)-1-amino-6,7-dichloro-5-(2,6-difluorophenyl)-3-methyl-3H-1,4-benzodiazepine-2-One NN1C([C@@H](N=C(C2=C1C=CC(=C2Cl)Cl)C2=C(C=CC=C2F)F)C)=O